N[C@@H]1CN(CCC1)C(=O)OC(C)(C)C tert-butyl (3S)-3-amino-1-piperidinecarboxylate